COC1=CC=C(C=N1)CN1C2CN(CC1C2)C2=CC=C(C=N2)C=2C=CC=1N(C2)N=CC1C#N 6-(6-(6-((6-methoxypyridin-3-yl)methyl)-3,6-diazabicyclo[3.1.1]heptan-3-yl)pyridin-3-yl)pyrazolo[1,5-a]pyridine-3-carbonitrile